FC1=C(C=CC=C1)C(C)C1=C(OCCN2CCOCC2)C(=CC(=C1)C)C 4-(2-(2-(1-(2-Fluorophenyl)ethyl)-4,6-dimethylphenoxy)ethyl)morpholine